D-5-chloro-6-fluoro-1-(tetrahydro-2H-pyran-2-yl)-1H-indazole-4-carbaldehyde ClC1=C(C=2C=NN(C2C=C1F)C1OCCCC1)C=O